2-(6-methoxyimidazo[1,2-a]pyridin-7-yl)-2-methyl-propanenitrile COC=1C(=CC=2N(C1)C=CN2)C(C#N)(C)C